N-(3-Aminopyrazin-2-yl)sulfonyl-6-(4-ethoxyphenyl)-2-(p-tolyl)pyridin-3-carboxamid NC=1C(=NC=CN1)S(=O)(=O)NC(=O)C=1C(=NC(=CC1)C1=CC=C(C=C1)OCC)C1=CC=C(C=C1)C